FC=1C=C(C=C(C1)F)CC=1C=C2C(=NNC2=CC1)NC(C1=C(C=CC=C1)NC1CCN(CC1)CCCC(=O)N1CCN(CC1)C1=CC=C(C=C1)NC1C(NC(CC1)=O)=O)=O N-[5-[(3,5-difluorophenyl)methyl]-1H-indazol-3-yl]-2-[[1-[4-[4-[4-[(2,6-dioxo-3-piperidyl)amino]phenyl]piperazin-1-yl]-4-oxo-butyl]-4-piperidyl]amino]benzamide